4-(2-hydroxyethyl)-4-(4-methoxy-3-methylphenyl)cyclohexanecarbonitrile OCCC1(CCC(CC1)C#N)C1=CC(=C(C=C1)OC)C